BrC1=C(C=C2C(=NC(=NC2=C1F)Cl)O[C@H]1[C@H](N(CC1)C(=O)OC(C)(C)C)C)C(F)(F)F tertbutyl (2R,3R)-3-((7-bromo-2-chloro-8-fluoro-6-(trifluoromethyl)quinazolin-4-yl)oxy)-2-methylpyrrolidine-1-carboxylate